nonadecyl-sulfonic acid C(CCCCCCCCCCCCCCCCCC)S(=O)(=O)O